ClC=1C(=NC2=C(C(=NC(=C2C1)N1CCNCC1)C=O)C1=C(C=CC=C1)C(C)C)C1=C(C=CC=C1)F 3-chloro-2-(2-fluorophenyl)-8-(2-isopropylphenyl)-5-(piperazin-1-yl)-1,6-naphthyridine-7-carbaldehyde